COC1=NC=CC(=C1N1CCC(CC1)=O)C 2'-Methoxy-4'-methyl-2,3,5,6-tetrahydro-[1,3']bipyridinyl-4-one